6-formyl-2-methoxy-6a-methyl-4-oxohexahydro-5H-furo[2,3-c]Pyrrole-5,6-dicarboxylic acid 5-tert-butyl 6-methyl ester COC(=O)C1(N(C(C2C1(OC(C2)OC)C)=O)C(=O)OC(C)(C)C)C=O